5-(4-acrylamidophenyl)-1-methyl-4-(4-((6-methylpyridin-2-yl)oxy)phenyl)-1H-pyrazole-3-carboxamide C(C=C)(=O)NC1=CC=C(C=C1)C1=C(C(=NN1C)C(=O)N)C1=CC=C(C=C1)OC1=NC(=CC=C1)C